1-(3-(4-(4-(3-chloro-4-methoxypyrazolo[1,5-a]pyridin-6-yl)-5-methyl-1H-pyrazol-1-yl)piperidine-1-carbonyl)-3-methoxyazetidin-1-yl)prop-2-en-1-one ClC=1C=NN2C1C(=CC(=C2)C=2C=NN(C2C)C2CCN(CC2)C(=O)C2(CN(C2)C(C=C)=O)OC)OC